Cl.CC1=CC=C(O[C@@H]2C[C@H](C2)N)C=C1 trans-3-(4-methylphenoxy)cyclobutylamine hydrochloride